ClC1=CC(=C(C=C1)[C@]1(OC2=C(O1)C=CC=C2C2CCN(CC2)CC2=NC1=C(N2C[C@H]2OCC2)C=C(C=C1)C(=O)O)C1CC1)F 2-((4-((R)-2-(4-chloro-2-fluorophenyl)-2-cyclopropylbenzo[d][1,3]dioxol-4-yl)piperidin-1-yl)methyl)-1-(((S)-oxetan-2-yl)methyl)-1H-benzo[d]imidazole-6-carboxylic acid